NC=1C(=NN(C(C1I)=O)C=1C=NN(C1)C)C(=O)OC Methyl 4-amino-5-iodo-1-(1-methylpyrazol-4-yl)-6-oxo-pyridazine-3-carboxylate